3-chloro-N-{1-[1-(6-cyano-3-pyridinyl)-3-(difluoromethyl)-1H-1,2,4-triazol-5-yl]ethyl}-5-(trifluoromethyl)benzamide ClC=1C=C(C(=O)NC(C)C2=NC(=NN2C=2C=NC(=CC2)C#N)C(F)F)C=C(C1)C(F)(F)F